N-(2-[1-(6,7-dimethoxyquinazolin-4-yl)azetidin-3-yl]ethyl)methanesulfonamide COC=1C=C2C(=NC=NC2=CC1OC)N1CC(C1)CCNS(=O)(=O)C